C(C)(C)(C)OC(=O)O[C@@H]1CNCC[C@H]1N1CC2=CC=CC=C2C(C1)O (3R,4R)-3-((tert-butoxycarbonyl)oxy)-4-(4-hydroxy-3,4-dihydroisoquinolin-2(1H)-yl)piperidine